COC(=O)C1CN(CC2=CC=CC=C12)CC1=CC=CC=C1 2-benzyl-1,2,3,4-tetrahydroisoquinoline-4-carboxylic acid methyl ester